C(C)(C)(C)OC(=O)N[C@H](C(=O)OC)CC1=C(C=CC=C1)O methyl (2S)-2-(tert-butoxycarbonylamino)-3-(2-hydroxyphenyl)propanoate